uridine-monophosphate P(=O)(O)(O)OC[C@@H]1[C@H]([C@H]([C@@H](O1)N1C(=O)NC(=O)C=C1)O)O